(R)-4-amino-N-(1-(1-methyl-1H-pyrazol-4-yl)ethyl)-N-((5-(trifluoromethyl)pyridin-2-yl)methyl)-[1,2,4]triazolo[4,3-a]quinoxaline-8-carboxamide NC=1C=2N(C3=CC(=CC=C3N1)C(=O)N(CC1=NC=C(C=C1)C(F)(F)F)[C@H](C)C=1C=NN(C1)C)C=NN2